2-(1-acryloyl-4-(7-(3-fluoro-2-methylphenyl)-2-(((S)-1-methylpyrrolidin-2-yl)methoxy)-5,6,7,8-tetrahydropyrido[3,4-d]pyrimidin-4-yl)piperazin-2-yl)acetonitrile C(C=C)(=O)N1C(CN(CC1)C=1C2=C(N=C(N1)OC[C@H]1N(CCC1)C)CN(CC2)C2=C(C(=CC=C2)F)C)CC#N